{6-[5-Fluoro-3-(piperidin-4-yl)cinnolin-7-yl]-2-methylimidazo[1,2-b]pyridazin-8-yl}methanol FC1=C2C=C(N=NC2=CC(=C1)C=1C=C(C=2N(N1)C=C(N2)C)CO)C2CCNCC2